[C@H]12COC[C@H](CC(C1)N1C(CC3=C1N=NC(=C3)C3=C(C=C(C=C3)C=3C=NN(C3)C)O)=O)N2 7-((1R,5S,7r)-3-oxa-9-azabicyclo[3.3.1]nonan-7-yl)-3-(2-hydroxy-4-(1-methyl-1H-pyrazol-4-yl)phenyl)-5,7-dihydro-6H-pyrrolo[2,3-c]pyridazin-6-one